FC1=CC=C(C2=NON=C21)[N+](=O)[O-] 4-fluoro-7-nitrobenzo[C][1,2,5]oxadiazole